(S)-3-(3-(5-(trifluoromethyl)pyridin-2-yloxy)pyrrolidin-1-yl)biphenyl-2-carboxamide FC(C=1C=CC(=NC1)O[C@@H]1CN(CC1)C1=C(C(=CC=C1)C1=CC=CC=C1)C(=O)N)(F)F